O=C1NC(CCC1N1C(C2=CC=C(C=C2C1=O)N1CCC(CC1)NCC1=CC(=C(C=C1F)NC1=NC=C(C(=C1)NC1=C(C(=O)NC)C=CC=C1)C(F)(F)F)CC)=O)=O 2-((2-((4-(((1-(2-(2,6-dioxopiperidin-3-yl)-1,3-dioxoisoindolin-5-yl)piperidin-4-yl)amino)methyl)-2-ethyl-5-fluorophenyl)amino)-5-(trifluoromethyl)pyridin-4-yl)amino)-N-methylbenzamide